tert-butyl N-[(1S)-1-[(4-amino-6-fluoro-5-iodo-2-pyridyl)carbamoyl]-2,2-dicyclopropyl-ethyl]carbamate Sodium azide [N-]=[N+]=[N-].[Na+].NC1=CC(=NC(=C1I)F)NC(=O)[C@H](C(C1CC1)C1CC1)NC(OC(C)(C)C)=O